C(C)(C)(C)OC(=O)N1[C@@H](C2(CC1)CCCCC2)[C@@H](C(=O)O)C2=CC=C(C=C2)Cl (S)-2-((R)-2-(tert-Butoxycarbonyl)-2-azaspiro[4.5]dec-1-yl)-2-(4-chlorophenyl)acetic acid